Benzyl 2,2,4-trimethyl-5-phenylpiperazine-1-carboxylate CC1(N(CC(N(C1)C)C1=CC=CC=C1)C(=O)OCC1=CC=CC=C1)C